C(C1=CC=CC=C1)C1(CC(=NO1)CN(CC1=C(C=CC(=C1)Cl)Cl)C(=O)OC(C)(C)C)C(=O)OC methyl 5-benzyl-3-(((tert-butoxycarbonyl)(2,5-dichlorobenzyl)amino)methyl)-4,5-dihydroisoxazole-5-carboxylate